OC(CC1NCC2C1CC(C2)(O)CC=2SC=CC2)C2=NC=C(C=C2)O (2-hydroxy-2-(5-hydroxypyridin-2-yl)ethyl)-5-(thiophen-ylmethyl)octahydrocyclopenta[c]pyrrol-5-ol